ClC=1C(=NC=CC1)[Pd](Cl)Cl (3-chloroPyridyl)palladium dichloride